5-chloro-N-[[(5S)-2-oxo-3-[4-(3-oxomorpholin-4-yl)phenyl]-1,3-oxazolin-5-yl]methyl]thiophene-2-carboxamide Ethylbutylacetat C(C)OC(CCCCC)=O.ClC1=CC=C(S1)C(=O)NCC1=CN(C(O1)=O)C1=CC=C(C=C1)N1C(COCC1)=O